FC=1C(=C(N)C(=CC1)OC1CC(C1)NCC1=C2C=CN=CC2=CC=C1F)C(F)(F)F 3-fluoro-6-((1r,3r)-3-(((6-fluoroisoquinolin-5-yl)methyl)amino)cyclobutoxy)-2-(trifluoromethyl)aniline